C(CC)C1=NC=CC=C1 propylpyridine